FC=1C(=NC=C(C1)OC1CN(C1)C(C)C)C1CC(CN1C)C(=O)O 5-{3-fluoro-5-[(1-isopropylazetidin-3-yl)oxy]pyridin-2-yl}-1-methylpyrrolidine-3-carboxylic acid